BrC1=CC=C(C(=N1)NC=1C=C2CC[C@@H](C2=CC1)NC(C)=O)[N+](=O)[O-] (S)-N-(5-((6-bromo-3-nitropyridin-2-yl)amino)-2,3-dihydro-1H-inden-1-yl)acetamide